C(=O)OC1=C(C=C(C=C1)C1OCCC(C1)=C)OC 2-methoxy-4-(4-methylenetetrahydro-2H-pyran-2-yl)phenyl formate